[N+](=O)([O-])C1(CC=C(C=C1)C1=CC=CC=C1)C(=O)N 4-nitro-[1,1'-biphenyl]-4-carboxamide